1-[4-[2-[(1R)-2-[ethyl(methyl)amino]-1-methyl-ethoxy]-7-(3-hydroxy-1-naphthyl)-6,8-dihydro-5H-pyrido[3,4-d]pyrimidin-4-yl]piperazin-1-yl]prop-2-en-1-one C(C)N(C[C@H](OC=1N=C(C2=C(N1)CN(CC2)C2=CC(=CC1=CC=CC=C21)O)N2CCN(CC2)C(C=C)=O)C)C